COC(=O)C=1C=C(C=C(C1)C(=O)OC)S(=O)(=O)[O-].ClC1=CC=C(C=C1)[S+](C1=CC=C(C=C1)Cl)C1=CC=C(C=C1)Cl tris(4-chlorophenyl)sulfonium 3,5-bis(methoxycarbonyl)benzenesulfonate